CNC=1C2=C(N=CN1)N(C=C2)[C@@H]2O[C@@H]([C@H]1OC(O[C@H]12)(C)C)[C@@H]1OCCC2=CC(=CC=C12)Cl N-methyl-7-[(3aR,4R,6R,6aR)-2,2-dimethyl-6-[(1R)-6-chloroisochroman-1-yl]-3a,4,6,6a-tetrahydrofuro[3,4-d][1,3]dioxol-4-yl]pyrrolo[2,3-d]pyrimidin-4-amine